1-ethyl-3-hydroxypropyl-imidazole-glutamic acid N[C@@H](CCC(=O)O)C(=O)O.C(C)C(CCO)C=1NC=CN1